Cl.ClC=1C=CC(=C(C1)C=1CCCC2=C(C1C1=CC=C(C=C1)CC1CN(C1)CCCF)C=CC(=C2)C(=O)O)F 8-(5-chloro-2-fluorophenyl)-9-(4-((1-(3-fluoropropyl)azetidin-3-yl)methyl)phenyl)-6,7-dihydro-5H-benzo[7]annulene-3-carboxylic acid hydrochloride